2-amino-6-hydroxy-7H-chromeno[3,2-c]quinolin-7-one NC=1C=C2C3=C(C(=NC2=CC1)O)C(C1=CC=CC=C1O3)=O